(S)-oxetan-2-yl methanesulfonate CS(=O)(=O)O[C@@H]1OCC1